CC1=C(C(=NC(=C1)C(F)(F)F)C1=CC=C(C=C1)CN1C(COCC1)=O)C#N 4-methyl-2-[4-[(3-oxomorpholin-4-yl)methyl]phenyl]-6-(trifluoromethyl)pyridine-3-carbonitrile